NC1=NC=C(C2=C1COC2)NC(C(=O)O)=O 2-((4-amino-1,3-dihydrofuro[3,4-c]pyridin-7-yl)amino)-2-oxoacetic acid